1-(5-methylisoxazol-3-yl)methylamine CC1=CC(=NO1)CN